NC=1C=C(C=C2C=C(NC12)C1=CC=CC=C1)COCCOCCCO 3-(2-((7-amino-2-phenyl-1H-indol-5-yl)methoxy)ethoxy)propan-1-ol